O=C1N(CCC(N1)=O)C1=CN=C2N1C=CC=C2C2CCN(CC2)C(=O)C2CCC(CC2)NC(OC(C)(C)C)=O tert-butyl N-[4-[4-[3-(2,4-dioxohexahydropyrimidin-1-yl)imidazo[1,2-a]pyridin-8-yl]piperidine-1-carbonyl]cyclohexyl]carbamate